C(C)(C)(C)OC(=O)NN(C1=C2C(=NC(=C1F)Cl)C(=C(O2)C[C@H](C)NC(OC(C)(C)C)=O)C#CC)CC=2SC=CC2 tert-butyl N-[(2S)-1-(7-{[(tert-butoxycarbonyl)amino](thiophen-2-ylmethyl)amino}-5-chloro-6-fluoro-3-(prop-1-yn-1-yl)furo[3,2-b]pyridin-2-yl)propan-2-yl]carbamate